ClC1=NC2=CC=CC=C2N=C1Cl 2,3-dichloroquinoxaline